Methyl 5-formyl-4-hydroxy-2,3-dimethylbenzoate C(=O)C=1C(=C(C(=C(C(=O)OC)C1)C)C)O